10-benzoyl-3,7-bis(dimethylamino)phenazine C(C1=CC=CC=C1)(=O)N1C2=CC=C(C=C2NC=2C=C(C=CC12)N(C)C)N(C)C